Tetrahydropyrido[4',3':3,4]Pyrazolo[1,5-d][1,2,4]Triazine-9(10H)-carboxylic acid tert-butyl ester C(C)(C)(C)OC(=O)N1CC=2C(=NN3CNNCC32)C=C1